5-[4-[(3-ethyl-2-oxo-1H-1,6-naphthyridin-7-yl)methyl]piperazin-1-yl]-N-methylpyridine-2-carboxamide C(C)C=1C(NC2=CC(=NC=C2C1)CN1CCN(CC1)C=1C=CC(=NC1)C(=O)NC)=O